2,3-dimethylbut-2-en-1-amine CC(CN)=C(C)C